bromopiperidine-1-carboxylate BrC1N(CCCC1)C(=O)[O-]